Cl.IC=1N=C(N(N1)C1=NC=CC=N1)C(C)N 1-(5-Iodo-2-pyrimidin-2-yl-1,2,4-triazol-3-yl)ethanamine-hydrochloride